C1(CCCC1)N1C=C(C2=CC(=CC=C12)C1=NN=NN1)C=O 1-cyclopentyl-5-(1H-tetrazol-5-yl)-1H-indole-3-carbaldehyde